(R)-N-((S)-5-(2-hydroxypropan-2-yl)-1,3-dihydrospiro[indene-2,4'-piperidin]-3-yl)-2-methylpropan-2-sulfinamide OC(C)(C)C=1C=C2[C@H](C3(CCNCC3)CC2=CC1)N[S@](=O)C(C)(C)C